rac-Benzyl N-[(1S,2R,3S,5R)-2-fluoro-8-azabicyclo[3.2.1]octan-3-yl]carbamate F[C@@H]1[C@@H]2CC[C@H](C[C@@H]1NC(OCC1=CC=CC=C1)=O)N2 |r|